C(C)(C)N1N=CC=C1B1OC(C(O1)(C)C)(C)C 1-isopropyl-5-(4,4,5,5-tetramethyl-1,3,2-dioxaborolan-2-yl)-1H-pyrazole